ClC1=CC2=C(N=N1)N(C=C2)CCN2CCN(CC2)C 1-(2-{3-chloro-7H-pyrrolo[2,3-c]pyridazin-7-yl}ethyl)-4-methylpiperazine